4'-methylbenzophenone CC1=CC=C(C=C1)C(C1=CC=CC=C1)=O